1-(4-isopropyl-3-methoxybenzyl)-3-(2-isopropylphenyl)piperazine C(C)(C)C1=C(C=C(CN2CC(NCC2)C2=C(C=CC=C2)C(C)C)C=C1)OC